7-bromo-4-ethyl-9-fluoro-3,4-dihydro-1H-[1,4]oxazino[4,3-a]benzimidazole BrC=1C=C(C2=C(N3C(=N2)COCC3CC)C1)F